O(S(=O)(=O)C(F)(F)F)C1=CC(=C2C(=N1)N(C=C2)C)C(F)(F)F 1-methyl-4-(trifluoromethyl)-1H-pyrrolo[2,3-b]pyridine-6-yl triflate